C(C)(C)(C)OC(=O)N1CCC2(C(N(C(N2)=O)C2=CC(=C(C=C2)Cl)Br)=O)CC1 3-(3-bromo-4-chlorophenyl)-2,4-dioxo-1,3,8-triazaspiro[4.5]decane-8-carboxylic acid tert-butyl ester